C(#N)C1=CC=C(C=N1)CN1[C@@H](C[C@@H](CC1)NC1=C2C(=NC=C1C(=O)NC)NC=C2)C 4-(((2R,4R)-1-((6-Cyanopyridin-3-yl)methyl)-2-methylpiperidin-4-yl)amino)-N-methyl-1H-pyrrolo[2,3-b]pyridine-5-carboxamide